hydroxyterphenyl OC1=C(C=CC=C1)C=1C(=CC=CC1)C1=CC=CC=C1